(3aS,5S,6aR)-2-(3,5-difluoro-4-hydroxyphenylethyl)-5-(2-fluorophenoxy)hexahydrocyclopenta[c]pyrrol FC=1C=C(C=C(C1O)F)CCN1C[C@H]2[C@@H](C1)CC(C2)OC2=C(C=CC=C2)F